palmitoleyl caproate C(CCCCC)(=O)OCCCCCCCC\C=C/CCCCCC